[Cl-].BrC1=CC=C(C=C1)N1C=[N+]2C(C=3NC4=CC=CC=C4C3C=C2)=C1C1=C(C=CC=C1)Cl 2-(4-Bromophenyl)-1-(2-chlorophenyl)-2,11-dihydroimidazo[1',5':1,2]pyrido[3,4-b]indol-4-ium chloride